diaminodecanoic acid NC(C(=O)O)(CCCCCCCC)N